C1(=CC=CC=C1)C(C1=CC=CC=C1)=NC1=CC2=C(C(C(NCC2)=O)C)C=C1 7-((diphenylmethylene)amino)-1-methyl-1,3,4,5-tetrahydro-2H-benzo[d]azepin-2-one